C(C)(C)(C)N1CCN(CC1)C=1C=C(C=NC1OC(F)F)C=1C(=C(C=C(C1)F)C1=CC(=C(C=C1)N1C(N(C=C1)C)=O)Cl)O 1-(3'-(5-(4-(tert-butyl)piperazin-1-yl)-6-(difluoromethoxy)pyridin-3-yl)-3-chloro-5'-fluoro-2'-hydroxy-[1,1'-biphenyl]-4-yl)-3-methyl-1H-imidazol-2(3H)-one